CS(=O)(=O)N1CCN(CC1)C1=CC(=NC=C1)NC=1SC2=NC(=CC=C2N1)C=1C=NNC1 N-(4-(4-(methylsulfonyl)piperazin-1-yl)pyridin-2-yl)-5-(1H-pyrazol-4-yl)thiazolo[5,4-b]pyridin-2-amine